ClC1=NC=2C=CC=CC2C2=C1N=CN2CC2=CC(=CC=C2)CN2CCCC2 4-chloro-1-(3-(pyrrolidine-1-ylmethyl)benzyl)-1H-imidazo[4,5-c]Quinoline